[Pd].C(O)(O)=O carbonic acid palladium